(R)-3-chloro-4-((3,5-difluoropyridin-2-yl)methoxy)-2'-(2-(3-hydroxypyrrolidin-1-yl)pyrimidin-4-yl)-5',6-dimethyl-2H-[1,4'-bipyridin]-2-one ClC=1C(N(C(=CC1OCC1=NC=C(C=C1F)F)C)C1=CC(=NC=C1C)C1=NC(=NC=C1)N1C[C@@H](CC1)O)=O